C1(=CC=CC=C1)C(=S)SC(C(=O)OCC)C1=CC=CC=C1 Ethyl 2-(phenylthiocarbonylthio)-2-phenylacetate